N-(3-chlorophenyl)-N-((5-(5-(difluoromethyl)-1,3,4-oxadiazol-2-yl)pyridin-2-yl)methyl)piperidine-4-sulfonamide dihydrochloride Cl.Cl.ClC=1C=C(C=CC1)N(S(=O)(=O)C1CCNCC1)CC1=NC=C(C=C1)C=1OC(=NN1)C(F)F